[N+](=O)([O-])C1=CC=C(C=C1)C(C)(C)O 2-(4-nitrophenyl)propan-2-ol